C(C)(=O)NC(=O)[N-]C(CO)C(C)C Acetylcarbamoyl-[1-hydroxy-3-methylbut-2-yl]-amide